ClC=1C=C2C(=NC=NC2=CC1C=1C=C2C=NNC2=CC1)N1CCN(CC1)C(C=C)=O 1-(4-(6-chloro-7-(1H-indazol-5-yl)quinazolin-4-yl)piperazin-1-yl)prop-2-en-1-one